ClC1=CC2=C(SC3=C2C=C(C=C3)Cl)C=C1 2,8-dichlorodibenzothiophene